2-(4-chloro-3-fluorophenoxy)-N-(3-(2-(2-chloroacetyl)hydrazine-1-carbonyl)bicyclo[1.1.1]pentan-1-yl)acetamide ClC1=C(C=C(OCC(=O)NC23CC(C2)(C3)C(=O)NNC(CCl)=O)C=C1)F